Methyl-2-(((S)-3-((tert-butoxycarbonyl)amino)-4-hydroxybutyl)thio)-2-(4-(3,5-difluorophenoxy) phenyl)acetate COC(C(C1=CC=C(C=C1)OC1=CC(=CC(=C1)F)F)SCC[C@@H](CO)NC(=O)OC(C)(C)C)=O